COC1=C(C=C(C=C1)OC)C(/C=C(/C=O)\C)(CC=C(C)C)C (E)-4-(2,5-dimethoxyphenyl)-2,4,7-trimethylocta-2,6-dienal